C(#N)C=1C=NN2C1C(=CC(=C2)C=2C=NN(C2)C)C=2C=NN(C2)C(=O)N[C@@H](C)C=2C=NC(=CC2)OC (S)-4-(3-cyano-6-(1-methyl-1H-pyrazol-4-yl)pyrazolo[1,5-a]pyridin-4-yl)-N-(1-(6-methoxypyridin-3-yl)ethyl)-1H-pyrazole-1-carboxamide